O=CCCC1CCC(CC1)C(=O)OC methyl (1R,4R)-4-(3-oxopropyl)cyclohexane-1-carboxylate